CC=1C=C2C(=CNC(C2=CC1)=O)I 6-methyl-4-iodoisoquinolin-1(2H)-one